CN1CCN(CC1)C=1S\C(\C(N1)=O)=C/C=1N(C(=CN1)[N+](=O)[O-])C (5Z)-2-(4-methyl-1-piperazinyl)-5-[(1-methyl-5-nitro-1H-imidazol-2-yl)methylene]thiazol-4(5H)-one